(S,E)-tert-butyl 2-((3-(2-((tert-butoxycarbonyl)amino)-7-(dimethylamino)-7-oxohept-5-enamido)-2-oxopyridin-1(2H)-yl)methyl)-4-isobutyl-1H-benzo[d]imidazole-1-carboxylate C(C)(C)(C)OC(=O)N[C@H](C(=O)NC=1C(N(C=CC1)CC1=NC2=C(N1C(=O)OC(C)(C)C)C=CC=C2CC(C)C)=O)CC\C=C\C(=O)N(C)C